NC1=NC=CC=C1S(=O)(=O)NC=1SC(=C(N1)C1=C(C=CC=C1C)C)C1=CC(=CC(=C1)F)OCCC(C)(C)C 2-amino-N-[5-[3-(3,3-dimethylbutoxy)-5-fluorophenyl]-4-(2,6-dimethylphenyl)-1,3-thiazol-2-yl]pyridine-3-sulfonamide